N1CC(CC1)C1=C2C(NC(C2=CC=C1)=O)=O (pyrrolidin-3-yl)isoindole-1,3-dione